1-(tert-butyl) 4-methyl 6-bromo-1H-benzo[d]imidazole-1,4-dicarboxylate BrC=1C=C(C2=C(N(C=N2)C(=O)OC(C)(C)C)C1)C(=O)OC